FC1=C(C(=CC=C1)F)N(C(=O)NC1=CC(=C(C=C1)C1=C2CNC(C2=C(C=C1)C=1NC(=CN1)C)=O)F)C 1-(2,6-difluoro-phenyl)-3-{3-fluoro-4-[7-(5-methyl-1H-imidazol-2-yl)-1-oxo-2,3-dihydro-1H-isoindol-4-yl]-phenyl}-1-methyl-urea